cyclopropyl-(6-hydroxy-3,4-dihydro-2,7-naphthyridin-2(1H)-yl)methanone C1(CC1)C(=O)N1CC2=CN=C(C=C2CC1)O